4-((2-(7-(aminomethyl)-7-(4-methylthiazol-2-yl)-3-azabicyclo[4.1.0]heptan-3-yl)-1H-imidazo[4,5-b]pyrazin-5-yl)thio)-3-chloropyridin-2-amine NCC1(C2CCN(CC12)C1=NC=2C(=NC=C(N2)SC2=C(C(=NC=C2)N)Cl)N1)C=1SC=C(N1)C